C(C)(C)(C)C1=CC=C(C=C1)C(=CC1=CC=C(C=C1)Cl)O 1-(4-(t-butyl)phenyl)-2-(4-chlorophenyl)ethanen-1-ol